NC1=C2C(=NC=N1)N(N=C2C)C(C)C2=NN(C1=CC(=CC=C21)C#N)C=2C=NC=CC2 (1-(4-amino-3-methyl-1H-pyrazolo[3,4-d]pyrimidin-1-yl)ethyl)-1-(pyridin-3-yl)-1H-indazole-6-carbonitrile